methyl (R)-5-(acetoxymethyl)-2-(7-chloro-3-cyclobutyl-2-methyl-1,1-dioxido-5-phenyl-2,3,4,5-tetrahydrobenzo[f][1,2,5]thiadiazepin-8-yl)thiophene-3-carboxylate C(C)(=O)OCC1=CC(=C(S1)C1=CC2=C(N(C[C@H](N(S2(=O)=O)C)C2CCC2)C2=CC=CC=C2)C=C1Cl)C(=O)OC